NC1=NC=CC(=C1F)CC=1C(=C(C(=C(C(=O)NCC#C)C1)NC1=C(C=C(C=C1)C1CC1)F)F)F 5-((2-amino-3-fluoropyridin-4-yl)methyl)-2-((4-cyclopropyl-2-fluorophenyl)amino)-3,4-Difluoro-N-(prop-2-yn-1-yl)benzamide